6,7-dihydrothiazolo[5,4-c]Pyridine-5(4H)-carboxylic acid N1=CSC=2CN(CCC21)C(=O)O